3-((4-chloro-1-methyl-1H-pyrazol-5-yl)methyl)-5-cyclopropyl-2-(4-methoxybenzyl)isoindolin-1-one ClC=1C=NN(C1CC1N(C(C2=CC=C(C=C12)C1CC1)=O)CC1=CC=C(C=C1)OC)C